N-(2-amino-2-oxoethyl)carboxamide NC(CNC=O)=O